NC=1C2=C(N=CN1)N(C=C2)[C@@H]2O[C@](C[C@H]2O)(CO)N=[N+]=[N-] (2R,3R,5R)-2-(4-amino-7H-pyrrolo[2,3-d]pyrimidin-7-yl)-5-azido-5-(hydroxymethyl)tetrahydrofuran-3-ol